methyl 3-[(3R)-3-[(5-chlorooxazolo[4,5-b]pyridin-2-yl)amino]-1-piperidyl]propanoate ClC1=CC=C2C(=N1)N=C(O2)N[C@H]2CN(CCC2)CCC(=O)OC